N-(((9H-fluoren-9-yl)methoxy)carbonyl)-N-methylglycine C1=CC=CC=2C3=CC=CC=C3C(C12)COC(=O)N(CC(=O)O)C